2-acetoxyl-aniline O(C(=O)C)C1=C(N)C=CC=C1